C1CCC2=C(C=3CCCC3C=C12)CC(=O)NS(=O)(=O)C=1OC2=C(C1)C(CCC2)(C)O 2-(1,2,3,5,6,7-hexahydro-s-indacen-4-yl)-N-((4-hydroxy-4-methyl-4,5,6,7-tetrahydrobenzofuran-2-yl)sulfonyl)acetamide